[Ti].[Ni].[Ni].[Ni] trinickel titanium